(E)-N,N-dipropyldithiocarbamate C(CC)N(C([S-])=S)CCC